C(C)OC=1C=C2C=C(COC2=CC1)C(=O)NCCC 6-ethoxy-N-propyl-2H-chromene-3-carboxamide